rel-(2S,4aS,7aR)-2-(hydroxymethyl)-octahydrocyclopenta[b][1,4]oxazine-4-carboxylic acid tert-butyl ester C(C)(C)(C)OC(=O)N1[C@@H]2[C@H](O[C@@H](C1)CO)CCC2 |o1:8,9,11|